FC=1C=C(CC2=NC(=NO2)NC(C(C)N2C[C@@H](C(CC2)(F)F)C2=CC=[N+](C=C2)[O-])=O)C=C(C1)F 4-((3S)-1-(1-((5-(3,5-difluorobenzyl)-1,2,4-oxadiazol-3-yl)amino)-1-oxopropan-2-yl)-4,4-difluoropiperidin-3-yl)pyridine 1-oxide